n-methoxycarbonyl-3-amino-9,13b-dihydro-1H-dibenzo[c,f]Imidazo[1,5-a]Azepine COC(=O)N1C(N2C(C3=C(CC4=C2C=CC=C4)C=CC=C3)C1)N